ammonium perfluorosulfonate salt FS(=O)(=O)[O-].[NH4+]